BrC=1C=C2C(C=CC(C2=CC1Br)=O)=O 6,7-dibromonaphthalene-1,4-dione